[Ni].C=1(C)C(C)=CC(C)=C(C)C1.C=1(C)C(C)=CC(C)=C(C)C1 bis(durene) nickel